Malonic acid di-(2-ethylhexyl) ester C(C)C(COC(CC(=O)OCC(CCCC)CC)=O)CCCC